1-Amino-Cyclopropan NC1CC1